FC1=C2C=CN(C2=CC(=C1OC=1C=CC(=C(C1)C=1NC(=CN1)CC1=CN=C(S1)CCC(=O)OCC)F)F)S(=O)(=O)C1=CC=C(C)C=C1 Ethyl 3-(5-((2-(5-((4,6-difluoro-1-tosyl-1H-indol-5-yl)oxy)-2-fluorophenyl)-1H-imidazol-5-yl)methyl)thiazol-2-yl)propanoate